(S)-6-amino-2-(((S)-1-phenylpropan-2-yl)amino)hexanamide NCCCC[C@@H](C(=O)N)N[C@H](CC1=CC=CC=C1)C